IC1=CC=NC2=C1OC[C@H]1N2C[C@H](C1)O (6as,8s)-4-iodo-6a,7,8,9-tetrahydro-6H-pyrido[3,2-b]pyrrolo[1,2-d]-[1,4]oxazin-8-ol